Ethylcrotonat C(C)OC(\C=C\C)=O